C(=O)(O)C1=CC=C(C=C1)N1C=NN=C1 4-(4-carboxyphenyl)-1,2,4-triazole